L-1,3,5-trimethylbenzene CC1=CC(=CC(=C1)C)C